2-amino-4,4-difluorobutan-1-ol NC(CO)CC(F)F